OCC(C)(C)OC1=C(C=C(C=C1)C(CCC1=CC(=NN1C(C)C)C1=CC=C(C=C1)C(F)(F)F)O)C 1-(4-((1-hydroxy-2-methylpropan-2-yl)oxy)-3-methylphenyl)-3-(1-isopropyl-3-(4-(trifluoromethyl)phenyl)-1H-pyrazol-5-yl)propan-1-ol